C(C)(C)(C)OC(=O)N1[C@@H](CN([C@H](C1)C)C=1C=2C(N(C(C1)=O)C)=CN(N2)CC#CC)C (2R,5S)-4-(2-(butan-2-yn-1-yl)-4-methyl-5-oxo-4,5-dihydro-2H-pyrazolo[4,3-b]pyridin-7-yl)-2,5-dimethylpiperazine-1-carboxylic acid tert-butyl ester